CN1C(CCC2=CC(=CC=C12)C1=C(C=NN1)OC1=CC(=CC=C1)S(=O)(=O)C)=O 1-Methyl-6-[4-(3-methylsulfonylphenoxy)-1H-pyrazol-5-yl]-3,4-dihydroquinolin-2-one